N-(3-(2-methoxyethoxy)-9H-xanthen-9-yl)-2-oxo-6-(trifluoromethyl)-1,2-dihydropyridine-3-carboxamide COCCOC=1C=CC=2C(C3=CC=CC=C3OC2C1)NC(=O)C=1C(NC(=CC1)C(F)(F)F)=O